N-bromoleucine BrN[C@@H](CC(C)C)C(=O)O